3-methoxy-4-((3-(4-((1-(tetrahydro-2H-pyran-4-yl)piperidin-4-yl)amino)-1-(2,2,2-trifluoroethyl)-1H-indol-2-yl)prop-2-yn-1-yl)amino)benzamide COC=1C=C(C(=O)N)C=CC1NCC#CC=1N(C2=CC=CC(=C2C1)NC1CCN(CC1)C1CCOCC1)CC(F)(F)F